(S)-7-(chloromethyl)-4-(cyclopropylethynyl)-6-fluoro-1-(4-methoxybenzyl)-3-methyl-4-(trifluoromethyl)-3,4-dihydroquinazolin-2(1H)-one ClCC1=C(C=C2[C@](N(C(N(C2=C1)CC1=CC=C(C=C1)OC)=O)C)(C(F)(F)F)C#CC1CC1)F